methyl 2-((2-(3-((tert-butoxycarbonyl)amino)propyl)-3,4-difluorophenyl)amino)-5-fluoro-4-(trifluoromethyl)benzoate C(C)(C)(C)OC(=O)NCCCC1=C(C=CC(=C1F)F)NC1=C(C(=O)OC)C=C(C(=C1)C(F)(F)F)F